C=C(C)C=1C=C2CCN(C2=CC1)C(=O)OC(C)(C)C tert-butyl 5-(prop-1-en-2-yl)indoline-1-carboxylate